IC([3H])([3H])[3H] iodo(3H3)methane